NC1=NC=CC=C1C1=NC=2C(=NC(=CC2)C2=CC=CC=C2)N1C1=CC=C(C(=O)NCC#C)C=C1 4-[2-(2-aminopyridin-3-yl)-5-phenylimidazo[4,5-b]pyridin-3-yl]-N-(prop-2-yn-1-yl)benzamide